tert-butyl ((3aR,4R,7S,7aR)-4-(hydroxymethyl)-2,2-dimethyltetrahydro-4H-[1,3]dioxolo[4,5-c]pyran-7-yl)(6-(trifluoromethyl)pyrazin-2-yl)carbamate OC[C@H]1OC[C@@H]([C@@H]2[C@H]1OC(O2)(C)C)N(C(OC(C)(C)C)=O)C2=NC(=CN=C2)C(F)(F)F